FC=1C=C2NC=C(C[C@H](N)C(=O)O)C2=CC1O 6-fluoro-5-hydroxytryptophan